OCC1=C(O)C(=C(C(=C1O)CO)O)CO 2,4,6-trihydroxymethyl-phloroglucinol